(S)-3-cyclopropyl-1-(4-(6-fluoro-1H-benzo[d]imidazol-2-yl)-6,7-dihydro-1H-imidazo[4,5-c]pyridin-5(4H)-yl)propan-1-one C1(CC1)CCC(=O)N1[C@@H](C2=C(CC1)NC=N2)C2=NC1=C(N2)C=C(C=C1)F